3-iodo-N-(2-methoxyethyl)imidazo[1,2-a]pyridin-7-amine IC1=CN=C2N1C=CC(=C2)NCCOC